C(C)(C)(C)OC(=O)N1CC(CC1)C#CC=1C(=CC(=NC1)C1=C(C=CC=C1OC)F)C(=O)O 5-{[1-(Tert-butoxycarbonyl)pyrrolidin-3-yl]ethynyl}-2-(2-fluoro-6-methoxyphenyl)-pyridine-4-carboxylic acid